BrC=1C=C2C(OCC=3C=C(N=CC3C3=C(C=C(C(NS(C(C1O)=C2)(=O)=O)=C3)F)F)C(F)(F)F)=O 13-Bromo-19,21-difluoro-14-hydroxy-16,16-dioxo-5-(trifluoromethyl)-9-oxa-16λ6-thia-4,17-diazatetracyclo[16.3.1.111,15.02,7]tricosa-1(21),2(7),3,5,11,13,15(23),18(22),19-nonaen-10-one